2-(2-bromo-5-hydrazineylphenyl)ethan-1-ol BrC1=C(C=C(C=C1)NN)CCO